Ethyl 2-(2-fluorophenyl)-5-[(1R,4R)-5-methyl-2,5-diazabicyclo[2.2.1]heptan-2-yl]pyrazolo[1,5-a]pyrimidine-3-carboxylate FC1=C(C=CC=C1)C1=NN2C(N=C(C=C2)N2[C@H]3CN([C@@H](C2)C3)C)=C1C(=O)OCC